N-(2-(1-cyclopropyl-2-hydroxy-2-methylpropyl)-3-oxoisoindolin-4-yl)-2,3-dihydro-[1,4]dioxino[2,3-b]pyridine-8-carboxamide C1(CC1)C(C(C)(C)O)N1CC2=CC=CC(=C2C1=O)NC(=O)C1=C2C(=NC=C1)OCCO2